FC(S(=O)(=O)[O-])(F)F.[Ba+3].FC(S(=O)(=O)[O-])(F)F.FC(S(=O)(=O)[O-])(F)F Barium(III) trifluoromethanesulfonate